NC1=C(N=NC(=C1)C1=C(C=CC(=C1)Cl)F)SCCO 2-{[4-amino-6-(5-chloro-2-fluorophenyl)pyridazin-3-yl]sulfanyl}ethan-1-ol